2-(4-((S)-3-(4-bromo-3-methylphenoxy)butyl)piperidin-1-yl)-N-(3-(2,6-dioxopiperidin-3-yl)-1-methyl-1H-indazol-6-yl)acetamide BrC1=C(C=C(O[C@H](CCC2CCN(CC2)CC(=O)NC2=CC=C3C(=NN(C3=C2)C)C2C(NC(CC2)=O)=O)C)C=C1)C